N=S1(CCN(CC1)C1=NC=C(C=C1)C1=NNC2=CC=C(C=C12)OCC1=NC=NC=C1)=O 1-Imino-4-(5-(5-(pyrimidin-4-ylmethoxy)-1H-indazol-3-yl)pyridin-2-yl)-1λ6-thiomorpholine 1-oxide